quaterphenyl-5'-yl-amine C1(=CC=CC=C1)C=1C(=CC=C(C1)N)C=1C(=CC=CC1)C1=CC=CC=C1